FC=1C=C(C(C(=O)O)O)C=C(C1)F 3,5-difluoro-mandelic acid